6-(3-amino-6-(4-(1-(cyclopropylmethyl)piperidin-4-yl)phenyl)-5-fluoropyrazin-2-yl)-8-fluoro-3,4-dihydroisoquinolin-1(2H)-one formate C(=O)O.NC=1C(=NC(=C(N1)F)C1=CC=C(C=C1)C1CCN(CC1)CC1CC1)C=1C=C2CCNC(C2=C(C1)F)=O